6-Iodo-N-(6-(trifluoromethyl)piperidin-3-yl)pyridazin-3-amine IC1=CC=C(N=N1)NC1CNC(CC1)C(F)(F)F